(R)-2,2,2-trifluoro-N-((5-fluoro-2-(2-methoxy-7-methylquinoxalin-5-yl)-7,8-dihydrobenzofuro[5,4-d]thiazol-7-yl)methyl)acetamide FC(C(=O)NC[C@@H]1OC2=C(C1)C1=C(N=C(S1)C1=C3N=CC(=NC3=CC(=C1)C)OC)C=C2F)(F)F